C(#C)C1=CC=C(C=C1)N1CCC2(OCCO2)CC1 8-(4-ethynylphenyl)-1,4-dioxa-8-azaspiro[4.5]decane